N-(7-isopropoxy-2-(4-(2,2,2-trifluoroacetyl)piperazin-1-yl)imidazo[1,2-a]pyridin-6-yl)pyrazolo[1,5-a]pyrimidine-3-carboxamide C(C)(C)OC1=CC=2N(C=C1NC(=O)C=1C=NN3C1N=CC=C3)C=C(N2)N2CCN(CC2)C(C(F)(F)F)=O